4-(3-(4-fluorophenyl)-1-((2-(trimethylsilyl)ethoxy)methyl)-1H-pyrazol-4-yl)pyridine-2,3-dicarboxylate FC1=CC=C(C=C1)C1=NN(C=C1C1=C(C(=NC=C1)C(=O)[O-])C(=O)[O-])COCC[Si](C)(C)C